CC(CNC(OCCC=C(C(=O)[O-])C)=O)(CC(CCNC(OCCC=C(C(=O)[O-])C)=O)C)C 7,7,9-Trimethyl-4,13-dioxo-3,14-di-oxa-5,12-diazahexadecan-1,16-diyl-bis(2-methyl-acrylat)